(octadecyl)phosphinic acid C(CCCCCCCCCCCCCCCCC)P(O)=O